diCyclopentenyl acrylate C=CC(=O)OC1C=CC2C1C3CC2C=C3